8-(6,6-difluorospiro[3.3]heptan-2-yl)-2,3-dimethyl-6-(2-(1-methyl-1H-pyrazol-4-yl)morpholino)pyrimido[5,4-d]pyrimidin-4(3H)-one FC1(CC2(CC(C2)C2=NC(=NC3=C2N=C(N(C3=O)C)C)N3CC(OCC3)C=3C=NN(C3)C)C1)F